C(#N)[CH-]C#N Dicyanomethanid